C1(CCCCC1)N(S(=O)(=O)Cl)C N-cyclohexyl-N-methylsulfamoyl chloride